C1(=C(C(=CC(=C1)C)C)S(=O)(=O)NC(COC1=CC=C2C=CC=NC2=C1)=O)C N-(mesitylenesulfonyl)-2-(quinolin-7-yloxy)acetamide